OC(C(=O)C1=CC=C(C=C1)CC1=CC=C(C=C1)C(C(C)(C)O)=O)(C)C 2-hydroxy-1-[4-[4-(2-hydroxy-2-methylpropanoyl)benzyl]phenyl]-2-methylpropan-1-one